BrC=1N(C2=CC=CC=3C4=C[C@H](CN([C@@H]4CC1C32)C)C(N(CC)CC)=O)C(=O)OCCC propyl (6aR,9R)-5-bromo-9-(diethylcarbamoyl)-7-methyl-6a,7,8,9-tetrahydroindolo[4,3-fg]quinoline-4(6H)-carboxylate